(4-methoxy-6-methylpyrimidin-5-yl)-4-(4-(1-methyl-4-(trifluoromethyl)-1H-imidazol-2-yl)benzyl)oxazolo[5,4-c]pyridine COC1=NC=NC(=C1C=1OC=2C(=NC=CC2N1)CC1=CC=C(C=C1)C=1N(C=C(N1)C(F)(F)F)C)C